FC12CC(C1)(C2)C(=O)O[C@H]2[C@H](NC[C@@H]2O)CC2=CC=C(C=C2)OC (2R,3S,4S)-4-hydroxy-2-[(4-methoxyphenyl)methyl]pyrrolidin-3-yl 3-fluorobicyclo[1.1.1]pentane-1-carboxylate